3-(6-chloro-4-(1-(cyclopropylmethyl)piperidin-4-yl)pyridin-2-yl)-3-azabicyclo[3.1.0]hexane ClC1=CC(=CC(=N1)N1CC2CC2C1)C1CCN(CC1)CC1CC1